1-(2-chloropyridin-3-yl)ethyl (4-(5-(1-hydroxycyclopropane-1-carboxamido)pyridin-2-yl)-1-methyl-1H-1,2,3-triazol-5-yl)carbamate OC1(CC1)C(=O)NC=1C=CC(=NC1)C=1N=NN(C1NC(OC(C)C=1C(=NC=CC1)Cl)=O)C